C(C)(C)(C)OC(=O)N1C(CNCC1)CO 1-tert-butoxycarbonyl-2-hydroxymethylpiperazine